C(C)OC(=O)C1=NC2=CC=C(C=C2C=C1OC(C)=O)O acetoxy-6-hydroxyquinoline-2-carboxylic acid ethyl ester